C(N)(O)=O.N ammonia carbamate salt